dihydropyrimidine-2,4(1H,3H)-dione formate salt C(=O)O.N1C(NC(CC1)=O)=O